C(C1=CC=CC=C1)OC1/C=C/CCCCC1 (E)-3-(benzyloxy)cyclooct-1-ene